(4-(4-(isopropylamino)-3-(trifluoromethyl)-1H-pyrrolo[2,3-b]pyridin-6-ylamino)-3-methoxyphenyl)(4-morpholinopiperidin-1-yl)methanone C(C)(C)NC1=C2C(=NC(=C1)NC1=C(C=C(C=C1)C(=O)N1CCC(CC1)N1CCOCC1)OC)NC=C2C(F)(F)F